bromooctyl-tetramethyl-ammonium Tert-butyl-(6-(((3-amino-4-methoxy-5-(4-methyloxazol-2-yl)benzyl)oxy)methyl)-5-fluoropyridin-2-yl)(4-methoxybenzyl)carbamate C(C)(C)(C)OC(N(CC1=CC=C(C=C1)OC)C1=NC(=C(C=C1)F)COCC1=CC(=C(C(=C1)C=1OC=C(N1)C)OC)N)=O.BrCCCCCCCCC[N+](C)(C)C